Cl.FC1=C(C=CC=C1F)[C@@H](C)N (1R)-1-(2,3-difluorophenyl)ethan-1-amine hydrochloride